6,7-dimethoxy-N-[1-{5-[2-(methoxymethyl)phenyl]thiophen-2-yl}ethyl]-2-methylquinazolin-4-amine COC=1C=C2C(=NC(=NC2=CC1OC)C)NC(C)C=1SC(=CC1)C1=C(C=CC=C1)COC